COC1=C(C=CC=2C(CCCC12)NC1=CC=C2C=NN(C2=C1)C=1C=NN(C1)C)C#N 1-Methoxy-5-((1-(1-methyl-1H-pyrazol-4-yl)-1H-indazol-6-yl)amino)-5,6,7,8-tetrahydronaphthalene-2-carbonitrile